CC1=C(C=CC(=O)[O-])C=CC(=C1)OC 2-methyl-(4-methoxycinnamate)